O1CCC(CC1)C(C(=O)N)C tetrahydropyran-4-yl-propanamide